2-(2-((4-(benzo[d]oxazol-2-yl)piperazin-1-yl)methyl)benzyl)-7-fluoroimidazo[1,2-c]quinazolin-5-amine O1C(=NC2=C1C=CC=C2)N2CCN(CC2)CC2=C(CC=1N=C3N(C(=NC=4C(=CC=CC34)F)N)C1)C=CC=C2